ClC1=CC=C(C=C1)C=1C=2C(=C(SC2N2C(=NN=C2[C@@H](N1)CC(=O)O)C)C)C 2-[(9s)-7-(4-chlorophenyl)-4,5,13-trimethyl-3-thia-1,8,11,12-tetrazatricyclo[8.3.0.02,6]trideca-2(6),4,7,10,12-pentaen-9-yl]acetic acid